BrC1=C(C=C(OC2OCCC2)C=C1)F (4-bromo-3-fluorophenoxy)tetrahydrofuran